COC=1C=C2C(=C(C=NC2=CC1OCC1CCN(CC1)C)C#N)NC1=C(C=CC(=C1)OC)C 6-methoxy-4-[(5-methoxy-2-methylphenyl)amino]-7-[(1-methylpiperidin-4-yl)methoxy]quinoline-3-carbonitrile